(4-(tert-butoxycarbonyl)piperidine-1-carbonyl)cyclopropane-1-carboxylic acid C(C)(C)(C)OC(=O)C1CCN(CC1)C(=O)C1(CC1)C(=O)O